N-((3R)-1-(3-(1-(N-(3-fluoro-4-(4-morpholino-7H-pyrrolo[2,3-d]pyrimidin-6-yl)phenyl)sulfamoyl)ethyl)phenyl)piperidin-3-yl)acrylamide FC=1C=C(C=CC1C1=CC2=C(N=CN=C2N2CCOCC2)N1)NS(=O)(=O)C(C)C=1C=C(C=CC1)N1C[C@@H](CCC1)NC(C=C)=O